(2-(1H-indol-3-yl)-1H-imidazol-4-yl-5-d)(3,5-dimethoxy-4-(methoxy-d3)phenyl)methanone N1C=C(C2=CC=CC=C12)C=1NC(=C(N1)C(=O)C1=CC(=C(C(=C1)OC)OC([2H])([2H])[2H])OC)[2H]